C(C)(=O)ON(CCN(OC(C)=O)OC(C)=O)OC(C)=O ethylenediamin tetraacetate